CC=1OC2=C(C1C(=O)NC1CCN(CC1)C)C=C(C=C2)OCC=2SC=CC2 2-Methyl-N-(1-Methylpiperidin-4-Yl)-5-(Thiophen-2-Ylmethoxy)Benzofuran-3-Carboxamide